C(C)(C)(C)OC(CC[C@@H](C(=O)N)N1C(C2=CC=CC(=C2C1)OCC1=CC=C(C=C1)[C@@H](C)N1CCN(CC1)C(=O)C1CC1)=O)=O.FC1=C(N)C=CC=C1C#C[Si](C)(C)C 2-fluoro-3-[2-(trimethylsilyl)ethynyl]aniline Tert-butyl-(S)-5-amino-4-(4-((4-((R)-1-(4-(cyclopropanecarbonyl)piperazin-1-yl)ethyl)benzyl)oxy)-1-oxoisoindolin-2-yl)-5-oxopentanoate